Cl.N1=NC=CC=C1 pyridazine HCl